BrC1=CC=C(C=C1)N1C(C(=C(C1CC)C1=CC=C(C=C1)C(F)(F)F)O)=O 1-(4-Bromophenyl)-5-ethyl-3-hydroxy-4-(4-(trifluoromethyl)phenyl)-1,5-dihydro-2H-pyrrol-2-one